Methoxyisoquinoline dihydrochloride Cl.Cl.COC1=NC=CC2=CC=CC=C12